(R)-4-[(4-{3-cyano-2-[4-(7H-pyrrolo[2,3-d]pyrimidin-4-yl)-1H-pyrazol-1-yl]propyl}piperazin-1-yl)carbonyl]-3-fluorobenzonitrile C(#N)C[C@H](CN1CCN(CC1)C(=O)C1=C(C=C(C#N)C=C1)F)N1N=CC(=C1)C=1C2=C(N=CN1)NC=C2